(2R,3R,4S,5R,6S)-2-((2-(((tert-butyldimethylsilyl) oxy) methyl) but-3-en-1-yl) thio)-6-formyltetrahydro-2H-pyran-3,4,5-trisbenzoate [Si](C)(C)(C(C)(C)C)OCC(CS[C@H]1O[C@@H]([C@H]([C@@H]([C@@H]1C1=CC=CC=C1C(=O)[O-])C1=CC=CC=C1C(=O)[O-])C1=CC=CC=C1C(=O)[O-])C=O)C=C